[2-Chloro-5-(7-morpholin-4-yl-quinazolin-4-yl)-phenyl]-(3-methoxy-pyrazin-2-yl)-methanol ClC1=C(C=C(C=C1)C1=NC=NC2=CC(=CC=C12)N1CCOCC1)C(O)C1=NC=CN=C1OC